C(C)(C)C(C(=O)OCC(C)C)(C(C(=O)OCC(C)C)C(C)C)C#N diisobutyl 2,3-diisopropyl-2-cyanobutanedioate